C(C1=CC=CC=C1)OC1=C(C(=C(C[C@@H]2NCCC3=CC(=C(C=C23)OC)OC)C=C1)CCl)OC (S)-1-(4-(benzyloxy)-2-(chloromethyl)-3-methoxybenzyl)-6,7-dimethoxy-1,2,3,4-tetrahydroisoquinoline